C(\C=C\CC\C=C/CC)CC(=O)O.C(C)(=O)OC=CC=CCCCCC NONADIENYL ACETATE ((2E,6Z)-nona-2,6-dien-1-yl acetate)